5,7-Difluoro-1-(4-(4-methylpiperazin-1-yl)phenyl)-1H-indazol-6-ol FC=1C=C2C=NN(C2=C(C1O)F)C1=CC=C(C=C1)N1CCN(CC1)C